C1CCCC2(CCCCC12)O octahydronaphthalen-4a-ol